FC1=CC=2C3=C(C(=NC2C=C1)C)C(N(C3=O)C3=CC=C(C=C3)I)=O 8-fluoro-2-(4-iodophenyl)-4-methyl-1H,2H,3H-pyrrolo[3,4-c]quinoline-1,3-dione